ClC1=C(C=CC=C1)C1=NOC(=C1COC1CC1)C=1C=NN(C1C)C1CC(C1)(O)C (1R,3S)-3-{4-[3-(2-chlorophenyl)-4-(cyclopropoxymethyl)-1,2-oxazol-5-yl]-5-methyl-1H-pyrazol-1-yl}-1-methylcyclobutan-1-ol